3-bromo-5-methyl-1H-pyrazol-1-yl-2-azaspiro[3.3]heptane-2-carboxylate BrC1=NN(C(=C1)C)C1N(CC12CCC2)C(=O)[O-]